BrC=1C(=CC(N(C1)[C@H](C(=O)N[C@@H](CC(=O)OCC)C=1C=C(C=C(C1F)C)C1=C(C=C(C=C1OCCCC=C)C)C)CC=C)=O)C(F)(F)F Ethyl (S)-3-((S)-2-(5-bromo-2-oxo-4-(trifluoromethyl)pyridin-1(2H)-yl)pent-4-enamido)-3-(4-fluoro-2',4',5-trimethyl-6'-(pent-4-en-1-yloxy)-[1,1'-biphenyl]-3-yl)propanoate